1-cyclohexyl-7-(piperidin-3-ylamino)-2,6-naphthyridine-3-carbonitrile C1(CCCCC1)C1=NC(=CC2=CN=C(C=C12)NC1CNCCC1)C#N